C(CCC)C=1N(OC2(N1)CC1CC1C2)CC2=CC(=C(C=C2)C=2C(=CC=CC2)S(=O)(=O)NC2=NOC(=C2C)C)COCC 4'-((2'-butyl-5'-oxaspiro[bicyclo[3.1.0]hexane-3,4'-imidazole]-1'(5'h)-yl)methyl)-N-(4,5-dimethylisoxazol-3-yl)-2'-(ethoxymethyl)-[1,1'-biphenyl]-2-sulfonamide